OC1CCN(CC1)CC1=C2C(=NC(=C1)C=1C=C3CN(C(C3=CC1)=O)C1C(NC(CC1)=O)=O)N(C=C2)C 3-(5-(4-((4-hydroxypiperidin-1-yl)methyl)-1-methyl-1H-pyrrolo[2,3-b]pyridin-6-yl)-1-oxoisoindolin-2-yl)piperidine-2,6-dione